(3,6-Difluoro-2-methyl-2H-indazol-4-yl)boronic acid FC=1N(N=C2C=C(C=C(C12)B(O)O)F)C